ClC=1C(=NC=C(C1)F)CNC(=O)[C@H]1CCN(C2(CC2)C1)C(=O)C1=NNC(=C1)C1=CC(=NC=C1F)CC (S)-N-((3-chloro-5-fluoropyridin-2-yl)methyl)-4-(5-(2-ethyl-5-fluoropyridin-4-yl)-1H-pyrazole-3-carbonyl)-4-azaspiro[2.5]octane-7-carboxamide